1-cyclopropyl-7-{3-oxo-(S,S)-2,8-diazabicyclo[4.3.0]nonan-8-yl}-6-fluoro-8-methoxy-4-oxo-1,4-dihydro-3-quinolinecarboxylic acid C1(CC1)N1C=C(C(C2=CC(=C(C(=C12)OC)N1C[C@@H]2CCC(N[C@@H]2C1)=O)F)=O)C(=O)O